cis-8-dimethylamino-8-thiophen-2-yl-3-[2-(trifluoromethyl)-pyrimidin-5-yl]-1,3-diazaspiro[4.5]decan-2-one CN(C1(CCC2(CN(C(N2)=O)C=2C=NC(=NC2)C(F)(F)F)CC1)C=1SC=CC1)C